(S)-2-((R)-2-hydroxy-3,3-dimethylbutanamido)-4-methyl-N-((S)-3-oxo-1-((S)-2-oxopyrrolidin-3-yl)-4-(trifluoromethoxy)butan-2-yl)pentanamide O[C@@H](C(=O)N[C@H](C(=O)N[C@@H](C[C@H]1C(NCC1)=O)C(COC(F)(F)F)=O)CC(C)C)C(C)(C)C